3-[3-(4-Fluoro-benzyl)-3H-imidazo[4,5-b]pyridin-2-yl]-N-((R)-2-hydroxy-1-phenyl-ethyl)-propionamide FC1=CC=C(CN2C(=NC=3C2=NC=CC3)CCC(=O)N[C@@H](CO)C3=CC=CC=C3)C=C1